bromo-3-(2-methoxy-1-methyl-vinyl)benzene BrC1=CC(=CC=C1)C(=COC)C